C(C)[N+](CC)(CC)CC.C1(=CC=CC=C1)O phenol tetraethylammonium salt